C1([C@H](O)[C@@H](O)[C@@H](O)[C@H](O1)CO)O[C@H]1[C@@H]([C@H](C(O)O[C@@H]1CO)NC(C)=O)OC1[C@@H](O)[C@H](O)[C@H](O)[C@@H](O1)C galactosyl-(1-4)-(fucosyl-(1-3))-N-acetylglucosamine